Cl.C(C)C=1SC(=CC1N)CC 2,5-diethylthiophene-3-amine hydrochloride